C(C)(C)(C)C1=C(C(=CC(=C1)C)C(C)(C)C)O.[Na] sodium 2,6-di-t-butyl-4-methylphenol